3-(benzo[d]thiazol-2-yl)-6-isopropyl-4,5,6,7-tetrahydrothieno[2,3-c]pyridin-2-amine S1C(=NC2=C1C=CC=C2)C2=C(SC=1CN(CCC12)C(C)C)N